OC1C(C2C(OCC(N2)=O)OC1)O 7,8-dihydroxytetrahydro-1H,6H-pyrano[2,3-b][1,4]oxazin-2(3H)-one